2,6-Dimethyl-5-Heptenyl Octanoat C(CCCCCCC)(=O)OCC(CCC=C(C)C)C